FC(C(C(=O)OC)=C)(C1=CC=CC=C1)F Methyl 2-(difluoro(phenyl)methyl)acrylate